C(C)(C)(C)[C@H]1CN(CCN1)C=1N=NC(=CN1)C1=C2C=NNC2=C(C=C1)N1N=CC=N1 4-{3-[(3S)-3-tert-butylpiperazin-1-yl]-1,2,4-triazin-6-yl}-7-(1,2,3-triazol-2-yl)-1H-indazole